COC(=O)C1C[C@H](C([C@@H](C1)OCC(=O)OC(C)(C)C)OCC(=O)OC(C)(C)C)OCC(=O)OC(C)(C)C tri-tert-butyl 2,2',2''-(((1R,3R)-5-(methoxycarbonyl)cyclohexane-1,2,3-triyl)tris(oxy))triacetate